4-isocyanato-1,2-dimethoxybenzene N(=C=O)C1=CC(=C(C=C1)OC)OC